N-methyl-N-(1-(7-methyl-4-oxo-2-(piperidin-1-yl)-4H-pyrido[1,2-a]pyrimidin-9-yl)ethyl)acrylamide CN(C(C=C)=O)C(C)C1=CC(=CN2C1=NC(=CC2=O)N2CCCCC2)C